ClC1=CC=C(C=C1)C1=CC=NC(N1[C@H](CO)C)C=1C(=NNC1)C 6-(4-Chlorophenyl)-N-[(2S)-1-hydroxypropan-2-yl]-2-(3-methyl-1H-pyrazol-4-yl)pyrimidin